N[C@H](CCCOC1=CC=C(C(=C1CN1C=NC=2C(=NC=C(C21)Cl)N(C(OC(C)(C)C)=O)C(=O)OC(C)(C)C)Cl)Cl)COC tert-butyl (R)-(1-(6-((4-amino-5-methoxypentyl)oxy)-2,3-dichlorobenzyl)-7-chloro-1H-imidazo[4,5-c]pyridin-4-yl)(tert-butoxycarbonyl)carbamate